O[C@H](C(=O)O)CN1[C@H](C[C@@]2(CC1)OCCC1=C2SC(=C1)C(F)(F)F)C (2S)-2-hydroxy-3-[(2'S,7R)-2'-methyl-2-(trifluoromethyl)spiro[4,5-dihydrothieno[2,3-c]pyran-7,4'-piperidine]-1'-yl]propanoic acid